C1(CCCC1)C1=C(C=CC=C1)C1CN(CCN1)CC1=CC=C(C=C1)OC 3-(2-cyclopentylphenyl)-1-(4-methoxybenzyl)piperazine